BrC1=C(C=C(C=C1OC)S(=O)(=O)Cl)OC 4-bromo-3,5-dimethoxybenzene-1-sulfonyl chloride